benzyl-N-(1-(6-(1-methyl-1H-pyrazol-4-yl)pyrazolo[1,5-a]pyridin-3-yl)azetidin-3-yl)pyrimidin-2-amine C(C1=CC=CC=C1)C1=NC(=NC=C1)NC1CN(C1)C=1C=NN2C1C=CC(=C2)C=2C=NN(C2)C